7-amino-6-chloro-N-((1R)-1-(2-pyrimidinyl)ethyl)-N-((5-(trifluoromethyl)-2-pyridinyl)methyl)-1,8-naphthyridine-3-carboxamide NC1=C(C=C2C=C(C=NC2=N1)C(=O)N(CC1=NC=C(C=C1)C(F)(F)F)[C@H](C)C1=NC=CC=N1)Cl